tert-butyl (9'-methyl-8'-oxo-6',7',8',9'-tetrahydrospiro[cyclopropane-1,5'-pyrido[2,3-b]azepin]-7'-yl)carbamate CN1C2=C(C3(CC(C1=O)NC(OC(C)(C)C)=O)CC3)C=CC=N2